5-fluoro-2-(((3-methyl-4-ethoxypyridin-2-yl)methyl)thio)-1H-benzo[d]imidazole FC1=CC2=C(NC(=N2)SCC2=NC=CC(=C2C)OCC)C=C1